4-butyl-1-(3,3-diethoxyprop-1-en-1-yl)cyclohex-1-ene C(CCC)C1CC=C(CC1)C=CC(OCC)OCC